1,3-diphenyl-cyclopentadienyl-platinum C1(=CC=CC=C1)C1(C=C(C=C1)C1=CC=CC=C1)[Pt]